ClC=1C(=CC(=C(C1)C1=C(C=C(C=C1)F)C1CC1)F)C(=O)NC=1C=NC(=C(C1)Cl)N1N=CC=N1 5-chloro-N-(5-chloro-6-(2H-1,2,3-triazol-2-yl)pyridin-3-yl)-2'-cyclopropyl-2,4'-difluoro-[1,1'-biphenyl]-4-carboxamide